C(CCCCCCCCCCCCCCCCC)C(C(=O)O)CC(=O)O stearylsuccinic acid